CC(CC)N1C(CCCC1)C=O 1-(BUTAN-2-YL)PIPERIDINE-2-CARBALDEHYDE